ClC1=CC=C(C=N1)N1N=C(C(=C1)CNCC1=CC=C(C=C1)OC)C(=O)OCC Ethyl 1-(6-chloropyridin-3-yl)-4-(((4-methoxybenzyl)amino) methyl)-1H-pyrazole-3-carboxylate